CC1=CC=C(C=C1)S(=O)(=O)OCOS(=O)(=O)C1=CC=C(C=C1)C Methylene bis(4-methylbenzenesulfonate)